tert-butyl (S)-4-(6,7-dichloro-1-(P)-(2-isopropyl-4-methylpyridin-3-yl)-2-oxo-1,2-dihydropyrido[2,3-d]pyrimidin-4-yl)-3-methylpiperazine-1-carboxylate ClC1=CC2=C(N(C(N=C2N2[C@H](CN(CC2)C(=O)OC(C)(C)C)C)=O)C=2C(=NC=CC2C)C(C)C)N=C1Cl